N-t-butoxycarbonyl-(S)-3-amino-4-(4-t-butylphenyl)butyric acid C(C)(C)(C)OC(=O)N[C@H](CC(=O)O)CC1=CC=C(C=C1)C(C)(C)C